BrC=1C(=C(C(=NC1)OC)C(=O)C1=C(C(=C(C=C1C)OC)OC)OC)C (5-bromo-2-methoxy-4-methylpyridin-3-yl)(2,3,4-trimethoxy-6-methylphenyl)methanone